(1R,2R,4S)-4-(1-(tert-butyl)-5-(1-methyl-3-((trifluoromethoxy)methyl)-1H-pyrazole-5-carboxamido)-1H-pyrazol-3-yl)-2-fluorocyclopentyl bicyclo[1.1.1]pentan-1-ylcarbamate C12(CC(C1)C2)NC(O[C@H]2[C@@H](C[C@H](C2)C2=NN(C(=C2)NC(=O)C2=CC(=NN2C)COC(F)(F)F)C(C)(C)C)F)=O